1-{3-fluorobicyclo[1.1.1]pentan-1-yl}methanamine hydrochloride Cl.FC12CC(C1)(C2)CN